dicyclohexyl-octadecylphosphine Aluminum [Al].C1(CCCCC1)P(CCCCCCCCCCCCCCCCCC)C1CCCCC1